COC1=NC=CC(=C1N1CCC(CC1)N1C(N(C=2C([C@@H]1C)=CN(N2)C)CC2=C(C=CC=C2)C(F)(F)F)=O)C(F)(F)F (S)-5-(2'-Methoxy-4'-trifluoromethyl-3,4,5,6-tetrahydro-2H-[1,3']bipyridinyl-4-yl)-2,4-dimethyl-7-(2-trifluoromethyl-benzyl)-2,4,5,7-tetrahydro-pyrazolo[3,4-d]pyrimidin-6-on